1-formylferrocene C(=O)[C-]1C=CC=C1.[CH-]1C=CC=C1.[Fe+2]